NC1CCC(CC1)OC1=NC2=C(C=CC=C2C=C1)C#N (((1r,4R)-4-aminocyclohexyl)oxy)quinoline-8-carbonitrile